The molecule is a hydroxy monocarboxylic acid anion that is obtained by removal of a proton from the carboxylic acid group of 3-dehydroquinic acid. It has a role as a Saccharomyces cerevisiae metabolite. It derives from a (-)-quinate. It is a conjugate base of a 3-dehydroquinic acid. C1[C@H]([C@@H](C(=O)C[C@]1(C(=O)[O-])O)O)O